2-((1r,4r)-4-(2-(2-aminopyridin-3-yl)imidazo[4,5-d]Pyrrolo[2,3-b]Pyridine-1(6H)-yl)cyclohexyl)acetonitrile NC1=NC=CC=C1C1=NC=2C(=C3C(=NC2)NC=C3)N1C1CCC(CC1)CC#N